O=C1NC(CCC1N1C(C2=CC=C(C=C2C1)CNC(C(=O)C1=CC(=CC=C1)OC)=O)=O)=O N-((2-(2,6-dioxopiperidin-3-yl)-1-oxoisoindolin-5-yl)methyl)-2-(3-methoxyphenyl)-2-oxoacetamide